S1NCC=C1 (E)-4-isothiazolin